(2-((2-bromo-4-fluoro-5-nitrophenoxy)methoxy)ethyl)trimethylsilane BrC1=C(OCOCC[Si](C)(C)C)C=C(C(=C1)F)[N+](=O)[O-]